3-(1H-Imidazol-1-yl)-6-(6-(methyl-(2,2,6,6-tetramethylpiperidin-4-yl)amino)pyridazin-3-yl)chinolin-7-ol N1(C=NC=C1)C=1C=NC2=CC(=C(C=C2C1)C=1N=NC(=CC1)N(C1CC(NC(C1)(C)C)(C)C)C)O